tert-butyl N-[(1S)-2-(6-aminopyridin-3-yl)-1-{[(1S,2S)-2-methyl-1-(methylcarbamoyl)butyl]carbamoyl}ethyl]carbamate NC1=CC=C(C=N1)C[C@@H](C(N[C@@H]([C@H](CC)C)C(NC)=O)=O)NC(OC(C)(C)C)=O